N-(6-(3-(dimethylamino)prop-1-yn-1-yl)pyridin-3-yl)-2-(1H-imidazol-1-yl)-5H-pyrrolo[3,2-d]pyrimidine-4-carboxamide CN(CC#CC1=CC=C(C=N1)NC(=O)C=1C2=C(N=C(N1)N1C=NC=C1)C=CN2)C